FC1=CC(=C(OCC2CCN(CC2)C(=O)N2C[C@@H]3[C@@H](OCC(N3)=O)CC2)C=C1)C (4aR,8aS)-6-(4-((4-Fluoro-2-methylphenoxy)methyl)piperidine-1-carbonyl)hexahydro-2H-pyrido[4,3-b][1,4]oxazin-3(4H)-one